O=C1NC(CCC1N1C(C2=CC=CC(=C2C1=O)NCC=1C=NN(C1)C1CCN(CC1)C(=O)OCC1=CC=CC=C1)=O)=O benzyl 4-(4-(((2-(2,6-dioxopiperidin-3-yl)-1,3-dioxoisoindolin-4-yl)amino)methyl)-1H-pyrazol-1-yl)piperidine-1-carboxylate